(R)-5-Bromo-N-(1,1,1-trifluoropropan-2-yl)pyrazolo[1,5-a]pyridine-3-carboxamide BrC1=CC=2N(C=C1)N=CC2C(=O)N[C@@H](C(F)(F)F)C